C1=CC=CC=2C3=CC=CC=C3C(C12)COC(=O)N[C@H](C1=NC2=C(N1)C=CC(=C2F)C2N(CCOC2)C(=O)OC(C)(C)C)C2CCC(CC2)C tert-Butyl 3-{2-[(S)-(9H-fluoren-9-ylmethoxycarbonylamino)(4-methylcyclohexyl)-methyl]-4-fluoro-1H-benzimidazol-5-yl}morpholine-4-carboxylate